4,6-dimethyl-6,7-dihydropyrazolo[1,5-a]pyrazine-5(4H)-carboxylic acid tert-butyl ester C(C)(C)(C)OC(=O)N1C(C=2N(CC1C)N=CC2)C